(Z)-2-((3-benzyl-5-(3-((tert-butyldimethylsilyl)oxy)-2-fluorophenyl)pyrazin-2-yl)amino)-3-(4-fluorophenyl)acrylic acid tert-butyl ester C(C)(C)(C)OC(/C(=C/C1=CC=C(C=C1)F)/NC1=NC=C(N=C1CC1=CC=CC=C1)C1=C(C(=CC=C1)O[Si](C)(C)C(C)(C)C)F)=O